C1(OC(C)(C)O1)=O 2-propylidene carbonate